1-(1-(benzofuran-2-yl)ethyl)-1H-pyrazole O1C(=CC2=C1C=CC=C2)C(C)N2N=CC=C2